N-[2-chloro-4-(trifluoromethyl)phenyl](6-ethyl-5-{4-[(5-hydroxy-6-methyl-4-pyrimidinyl)carbonyl]-1-piperazinyl}-2-[p-(3-methylureido)phenyl]-4-oxo-1,3,3a,7-tetraaza-7-indenyl)acetamide ClC1=C(C=CC(=C1)C(F)(F)F)NC(CN1C(=C(C(N2N=C(N=C12)C1=CC=C(C=C1)NC(=O)NC)=O)N1CCN(CC1)C(=O)C1=NC=NC(=C1O)C)CC)=O